6-(methylamino)pyridine-3-carbonitrile CNC1=CC=C(C=N1)C#N